N-(5-bromo-4-(3,4-difluorophenyl)thiazol-2-yl)-5-((2-hydroxy-3-methoxybenzyl)amino)-3-methylpyridine-2-sulfonamide BrC1=C(N=C(S1)NS(=O)(=O)C1=NC=C(C=C1C)NCC1=C(C(=CC=C1)OC)O)C1=CC(=C(C=C1)F)F